ClC1=NC=CC(=C1)/C=C/C(=O)OC methyl (E)-3-(2-chloropyridin-4-yl)acrylate